C(CCCCC)C=1C(=O)NC(C1)=O Hexyl-Maleimide